4-((1R,3s,5S,6r)-6-(3-(5-chloropyridin-3-yl)-1-isopropyl-1H-pyrazol-5-yl)bicyclo[3.1.0]hexane-3-yl)-1,4-oxaazepane ClC=1C=C(C=NC1)C1=NN(C(=C1)C1[C@H]2CC(C[C@@H]12)N1CCOCCC1)C(C)C